β,δ-dimethyl-ε-caprolactone CC1CC(=O)OCC(C1)C